2-(2'-hydroxy-4'-n-octoxyphenyl)benzotriazole OC1=C(C=CC(=C1)OCCCCCCCC)N1N=C2C(=N1)C=CC=C2